BrC=1C=NN2C1C=CC(=C2)OC 3-bromo-6-methoxypyrazolo[1,5-a]pyridine